1-(4-vinylbenzyl)-5,5'-bi-1H-tetrazole C(=C)C1=CC=C(CN2N=NN=C2C2=NN=NN2)C=C1